(1S,2S)-2-((2,4-difluorophenoxy)methyl)cyclopentan-1-amine hydrochloride Cl.FC1=C(OC[C@@H]2[C@H](CCC2)N)C=CC(=C1)F